lithium n-pentanolate C(CCCC)[O-].[Li+]